C(C)N1CC=NC2=CC=CC=C12 1-ethylquinoxalin